CC(CCCCCCCCCCCC)CCCCCCCCCCCCCCCCCCCCCC 13-methyl-pentatriacontane